C(C)(C)(C)C1(CC(=CC(=C1)CCC(=O)OC)N1N=C2C(=N1)C=CC(=C2)Cl)O 2-[3'-tert-butyl-3'-hydroxy-5'-(2-methoxycarbonylethyl)phenyl]-5-chlorobenzotriazole